2-(4,4-difluoropiperidin-1-yl)-6-methoxy-N-(oxetan-3-yl)-7-(3-(pyrrolidin-1-yl)prop-1-yn-1-yl)quinazolin-4-amine FC1(CCN(CC1)C1=NC2=CC(=C(C=C2C(=N1)NC1COC1)OC)C#CCN1CCCC1)F